2-AMINO-N-(1,2-BENZOXAZOL-5-YL)BENZENESULFONAMIDE NC1=C(C=CC=C1)S(=O)(=O)NC=1C=CC2=C(C=NO2)C1